C(C)[Si](CC)(CC)C1C(C(CCC=CCCCCC1)=O)=O (triethylsilyl)oxocyclododeca-9-en-2-one